F[C@@H](C1=CC2=C(SC(=C2)C(=O)O)C=C1)P(=O)(OC1=CC=CC=C1)N[C@H](C(=O)OCC1COC1)C 5-((1R)-fluoro((((S)-1-(oxetan-3-ylmethoxy)-1-oxopropan-2-yl)amino)(phenoxy)phosphoryl)methyl)benzo[b]thiophene-2-carboxylic acid